CC1=CC=CC(=N1)C1=C(N=CN1)C=1C=C2C=C(C=NC2=CC1)NCCN1C[C@@H](CCC1)C(=O)OCC1CNC1 azetidin-3-ylmethyl (R)-1-(2-((6-(5-(6-methylpyridin-2-yl)-1H-imidazol-4-yl)quinolin-3-yl)amino)ethyl)piperidine-3-carboxylate